C(C)[C@@H]1N(C[C@H](N(C1)C(C)C1=CC=C(C=C1)OC(F)(F)F)C)C1=CC(N(C=2C=CC(=NC12)C#N)C)=O 8-[(2s,5r)-2-ethyl-5-methyl-4-{1-[4-(trifluoromethoxy)phenyl]ethyl}piperazin-1-yl]-5-methyl-6-oxo-5,6-dihydro-1,5-naphthyridine-2-carbonitrile